NC[C@H]1NC([C@H](SCC1)C1=CC(=CC=C1)OC1=C(C=CC=C1)Cl)=O (2R,5S)-5-(aminomethyl)-2-[3-(2-chlorophenoxy)phenyl]-1,4-thiazepan-3-one